Benzylchlorid C(C1=CC=CC=C1)Cl